ClC1=C(C2=C(S1)C1(CC(N(CC1)CC=1C=NN(C1)CCS(=O)(=O)C)C)OCC2O)Cl 2,3-dichloro-2'-methyl-1'-[[1-(2-methylsulfonylethyl)pyrazol-4-yl]methyl]spiro[4,5-dihydrothieno[2,3-c]pyran-7,4'-piperidine]-4-ol